3,5-di-tert-butyl-1,2-phenylene bis(diethylcarbamate) C(C)N(C(OC1=C(C(=CC(=C1)C(C)(C)C)C(C)(C)C)OC(N(CC)CC)=O)=O)CC